C1=C(C=CC2=C1C1=C(O2)C=C2C=CC=CC2=C1)C1=C2C=CC=CC2=C(C2=CC=CC=C12)C=O 10-(naphtho[2,3-b]benzofuran-2-yl)anthracene-9-carbaldehyde